FC(CNC1CCC(CC1)NC1=CC(N(C2=C1N=C(N=C2)N2C=NC=C2)C)=O)(C)F 8-(((1r,4r)-4-((2,2-difluoropropyl)amino)cyclohexyl)amino)-2-(1H-imidazol-1-yl)-5-methylpyrido[3,2-d]pyrimidin-6(5H)-one